cis-4-(4-(4-(dimethoxymethyl)piperidin-1-yl)-3-fluorophenyl)-3-(tetrahydro-2H-pyran-4-yl)benzopyran-7-ol COC(C1CCN(CC1)C1=C(C=C(C=C1)C1=C(COC2=C1C=CC(=C2)O)C2CCOCC2)F)OC